N-[(5-Methylpyrazin-2-yl)methyl]-3-(5-methyl-1,3-thiazol-2-yl)-5-[(3R)-tetrahydrofuran-3-ylmethoxy]benzamide CC=1N=CC(=NC1)CNC(C1=CC(=CC(=C1)OC[C@H]1COCC1)C=1SC(=CN1)C)=O